C(C)(C)(C)OC(C(/C(/C)=N/C)C(=O)C1=NC=C(N=C1)Cl)=O (E)-2-(5-chloropyrazine-2-carbonyl)-3-(methylimino)butanoic acid tert-butyl ester